(+/-)-6-(4-(2-amino-6-methylpyrimidin-4-yl)-1,4-oxazepan-3-yl)-7-chloro-2H-benzo[b][1,4]thiazin-3(4H)-one NC1=NC(=CC(=N1)N1[C@@H](COCCC1)C1=CC2=C(SCC(N2)=O)C=C1Cl)C |r|